(R)-2-hydroxy-N-(1''-(5-(1-hydroxy-2,2-dimethylpropyl)furan-2-carbonyl)dispiro[cyclopropane-1,1'-cyclohexane-4',3''-indolin]-5''-yl)ethane-1-sulfonamide OCCS(=O)(=O)NC=1C=C2C3(CN(C2=CC1)C(=O)C=1OC(=CC1)[C@@H](C(C)(C)C)O)CCC1(CC3)CC1